5-{2-chloro-4-[(3RS)-tetrahydrofurane-3-yl]Benzyl}-5,6-dihydro-4H-1,2,4-oxadiazine ClC1=C(CC2NC=NOC2)C=CC(=C1)[C@@H]1COCC1 |r|